ClC1=C(C=CC=C1)NC(C1=CC=C(C=C1)NC1=NC(=NC=C1F)NC1=CC=C(C=C1)C(NCC1CCN(CC1)CC1CCN(CC1)C1=CC=C(C=C1)C1C(NC(CC1)=O)=O)=O)=O N-(2-chlorophenyl)-4-((2-((4-(((1-((1-(4-(2,6-dioxopiperidin-3-yl)phenyl)piperidin-4-yl)methyl)piperidin-4-yl)methyl)carbamoyl)phenyl)amino)-5-fluoropyrimidin-4-yl)amino)benzamide